(2S)-Isopropyl 2-(((4-(aminomethyl)-5-hydroxy-6-methylpyridin-3-yl)methoxy)(p-tolyloxy)phosphorylamino)propanoate NCC1=C(C=NC(=C1O)C)COC1=C(C=CC(=C1)OP(=O)=N[C@H](C(=O)OC(C)C)C)C